(R)-N-(3-(1-((2-amino-5-chloropyridin-3-yl)oxy)ethyl)phenyl)quinoline-6-carboxamide NC1=NC=C(C=C1O[C@H](C)C=1C=C(C=CC1)NC(=O)C=1C=C2C=CC=NC2=CC1)Cl